2'-chloro-N-(5-(3-(dimethylamino)cyclobutane-1-carbonyl)-5,6-dihydro-4H-pyrrolo[3,4-d]thiazol-2-yl)-5'-methoxy-6-methyl-[4,4'-bipyridine]-3-carboxamide ClC1=NC=C(C(=C1)C1=C(C=NC(=C1)C)C(=O)NC=1SC2=C(N1)CN(C2)C(=O)C2CC(C2)N(C)C)OC